diethyl 4-oxo-1-((tetrahydro-2H-pyran-4-yl) methyl)-1,4-dihydropyridine-2,5-dicarboxylate O=C1C=C(N(C=C1C(=O)OCC)CC1CCOCC1)C(=O)OCC